7a-(tert-butyl)2-methyl-(2S,3S,7aR)-3-(2-(benzyloxy)ethyl)tetrahydro-1H-pyrrolizine C(C)(C)(C)[C@@]12CCCN2[C@H]([C@H](C1)C)CCOCC1=CC=CC=C1